butyl (1S,2R,3R,5R)-3-((6-chloropyridazin-3-yl)(cyclopropyl)amino)-2-fluoro-8-azabicyclo[3.2.1]octane-8-carboxylate ClC1=CC=C(N=N1)N([C@H]1[C@H]([C@@H]2CC[C@H](C1)N2C(=O)OCCCC)F)C2CC2